C1(=CC=CC=C1)P(C1=C(C2=CC=CC=C2C=C1)C1=C(C=CC2=CC=CC=C12)P(C1=CC=CC=C1)C1=CC=CC=C1)C1=CC=CC=C1 (+/-)-2,2'-bis-(diphenylphosphino)-1,1'-binaphthyl